N-((1S)-1-cyclohexyl-2-oxo-2-((2-(((S)-2-oxo-4-(trifluoromethyl)imidazolidin-1-yl)methyl)-2,3-dihydrobenzofuran-6-yl)amino)ethyl)-1-methyl-1H-pyrazole-5-carboxamide C1(CCCCC1)[C@@H](C(NC1=CC2=C(CC(O2)CN2C(N[C@@H](C2)C(F)(F)F)=O)C=C1)=O)NC(=O)C1=CC=NN1C